1-(tert-butoxycarbonyl)-3-(trifluoromethyl)pyrrolidine-3-carboxylic acid C(C)(C)(C)OC(=O)N1CC(CC1)(C(=O)O)C(F)(F)F